3-(3-(oxetan-3-yl)-2-oxo-5-(piperidin-4-yl)-2,3-dihydro-1H-benzo[d]imidazol-1-yl)piperidine-2,6-dione O1CC(C1)N1C(N(C2=C1C=C(C=C2)C2CCNCC2)C2C(NC(CC2)=O)=O)=O